C1(CC1)C=1C=NN2C1N=C(C=C2NC2=CC(=CC(=C2)C)C(F)(F)F)N[C@@H]2CNCCC2 (S)-3-Cyclopropyl-N7-(5-methyl-3-trifluoromethylphenyl)-N5-(piperidin-3-yl)pyrazolo[1,5-a]pyrimidine-5,7-diamine